CC1=C(C=NN1C1CCOCC1)C1=NC=2C(=NC=CC2C=2C=C3CCC[C@H](C3=CC2)NC(=O)C2=NOC(=N2)C(C)(C)C)N1 5-tert-Butyl-[1,2,4]oxadiazole-3-carboxylic acid ((R)-6-{2-[5-methyl-1-(tetrahydro-pyran-4-yl)-1H-pyrazol-4-yl]-3H-imidazo[4,5-b]pyridin-7-yl}-1,2,3,4-tetrahydro-naphthalen-1-yl)-amide